BrC=1C(=NC=C(C1)I)O 3-Bromo-5-iodopyridin-2-ol